4-(5-(3-Cyano-6-(2-methoxyethoxy)pyrazolo[1,5-a]pyridin-4-yl)pyridin-2-yl)piperazine-1-carboxylic acid tert-butyl ester C(C)(C)(C)OC(=O)N1CCN(CC1)C1=NC=C(C=C1)C=1C=2N(C=C(C1)OCCOC)N=CC2C#N